C1(CC1)[C@@H]1CN(CCN1)CC1=CC(=C2CN(C(C2=C1)=O)C1=CC(=CC=C1)C1(CC(C1)(F)F)CC1=NN=CN1C)C(F)(F)F (R)-6-((3-cyclopropylpiperazin-1-yl)methyl)-2-(3-(3,3-difluoro-1-((4-methyl-4H-1,2,4-triazol-3-yl)methyl)cyclobutyl)phenyl)-4-(trifluoromethyl)isoindolin-1-one